(4s)-1-oxa-6-azaspiro[3.5]nonane O1CC[C@@]12CNCCC2